1-(7-(Benzyloxy)quinazolin-2-yl)-3-((tetrahydro-2H-pyran-4-yl)methyl)urea C(C1=CC=CC=C1)OC1=CC=C2C=NC(=NC2=C1)NC(=O)NCC1CCOCC1